C(CCCCCCC)C(CCCCCCCCC)(CCCCCCCC)CCCCCCCC trioctyldecane